(E)-pent-1,3-diene C=C\C=C\C